2-diazo-1,3-cyclohexanedione [N+](=[N-])=C1C(CCCC1=O)=O